CN1C2=C(C3=C1C(N(N=C3)CCC3=NN(C=C3)C)=O)SC(=N2)S(=O)(=O)C 4-methyl-6-(2-(1-methyl-1H-pyrazol-3-yl)ethyl)-2-(methylsulfonyl)-4H-thiazolo[5',4':4,5]Pyrrolo[2,3-d]Pyridazin-5(6H)-one